O1CCN(CC1)C=1C=C2C(=CN=CC2=CC1)N 6-morpholinoisoquinolin-4-amine